FC1=CC=C(S1)CCC1CN(CC1)C(C)(C)C=1C=NC(=CC1)C 3-(2-(5-fluorothiophen-2-yl)ethyl)-1-(2-(6-methylpyridin-3-yl)propan-2-yl)pyrrolidin